C(C)(C)C1=CC=C(C2CC[C-](C2=C1C1=CC=CC=C1)C)C 7-isopropyl-1,4-dimethyl-8-phenyldihydroazulenide